NCCN(C1=C(C=C(C=C1)NC1=NC=2N(C(=C1)NC1CC1)N=CC2)CS(=O)(=O)C)C 5-((4-((2-Aminoethyl)(methyl)amino)-3-((methylsulfonyl)methyl)phenyl)amino)-7-(cyclopropylamino)pyrazolo[1,5-a]pyrimidin